3,4-dimethyl-1-((2-methylpyridin-4-yl)methyl)-2-oxo-N-(2,4,6-trifluorobenzyl)-1,2,3,4-tetrahydro-quinazoline-7-carboxamide CN1C(N(C2=CC(=CC=C2C1C)C(=O)NCC1=C(C=C(C=C1F)F)F)CC1=CC(=NC=C1)C)=O